2-(4-(1-(6-fluoro-1-methyl-[1,2,4]triazolo[4,3-a]quinazolin-5-yl)-1,2,3,4-tetrahydroquinolin-5-yl)-2-methylbut-3-yn-2-yl)-5-methyloxazole FC1=C2C(=NC=3N(C2=CC=C1)C(=NN3)C)N3CCCC1=C(C=CC=C31)C#CC(C)(C)C=3OC(=CN3)C